methyl N-(3-chlorophenyl)-5-ethoxypyridine-2-carboimidothioate ClC=1C=C(C=CC1)N=C(SC)C1=NC=C(C=C1)OCC